((4-Cyanothiazolidin-3-yl)-2-oxoethyl)-6-((R)-2-(trifluoromethyl)-morpholino)quinoline-4-carboxamide C(#N)C1N(CSC1)C(CC1=NC2=CC=C(C=C2C(=C1)C(=O)N)N1C[C@@H](OCC1)C(F)(F)F)=O